tris(4-(oxiran-2-ylmethoxy)phenyl)methane methyl-2-phenyl-2-(4-(4,4,5,5-tetramethyl-1,3,2-dioxaborolan-2-yl)phenyl)acetate COC(C(C1=CC=C(C=C1)B1OC(C(O1)(C)C)(C)C)C1=CC=CC=C1)=O.O1C(C1)COC1=CC=C(C=C1)C(C1=CC=C(C=C1)OCC1OC1)C1=CC=C(C=C1)OCC1OC1